2-(methoxymethyl)-4-(trifluoromethyl)benzaldehyde COCC1=C(C=O)C=CC(=C1)C(F)(F)F